heptyl 3,5-di-tert-butyl-4-hydroxy-phenylpropionate C(C)(C)(C)C=1C=C(C=C(C1O)C(C)(C)C)C(C(=O)OCCCCCCC)C